C(#N)C1=CC2=C(N(C=[N+]2C)C2=CC=CC=C2)C=C1C#N.FC(S(=O)(=O)[O-])(F)F trifluoromethanesulfonic acid 5,6-dicyano-3-methyl-1-phenyl-1H-benzo[d]imidazole-3-ium salt